FC(S(=O)(=O)OC1=CC(=CC2=CC(=CC=C12)C)OC)(F)F 3-methoxy-6-methylnaphthalen-1-yl trifluoromethanesulfonate